OC1CCN(CC1)C1=CC=C(N)C=C1 4-(4-hydroxypiperidin-1-yl)aniline